[C@H]12CNC[C@H](CC1)N2C=2C1=CN(C=C1C=CC2)C2C(NC(CC2)=O)=O 4-((1R,5S)-3,8-diazabicyclo[3.2.1]octane-8-yl)-2-(2,6-dioxopiperidin-3-yl)isoindole